C[C@@H]1N([C@@H](CN(C1)S(NC)(=O)=O)C)C(C(F)(F)C=1C=C(C(=O)NC2=CC(=C(C=C2)F)C)C=CC1F)=O 3-(2-((2S,6R)-2,6-dimethyl-4-(N-methylsulfamoyl)piperazin-1-yl)-1,1-difluoro-2-oxoethyl)-4-fluoro-N-(4-fluoro-3-methylphenyl)benzamide